FC1=C(C(=O)N2CCN(CC2)C(CCCC[NH3+])=O)C=C(C=C1)CC1=NNC(C2=CC=CC=C12)=O [5-[4-[2-fluoro-5-[(4-oxo-3H-phthalazin-1-yl)methyl]benzoyl]piperazin-1-yl]-5-oxo-pentyl]ammonium